C[C@H]1CN2C(C=3C=NN=C(C31)[C@@](C(F)(F)F)(C)O)=CC(=N2)C23CCC(CC2)(CC3)C#N 4-[(R)-5-methyl-4-((R)-1,1,1-trifluoro-2-hydroxypropan-2-yl)-5,6-dihydropyrazolo[1',5':1,2]pyrido[3,4-d]pyridazin-9-yl]bicyclo[2.2.2]octane-1-carbonitrile